N-(4-chloro-5-(2H-1,2,3-triazol-2-yl)thiophen-2-yl)-1-(1-carbonyl-1,2-dihydroisoquinolin-5-yl)-5-(trifluoromethyl)-1H-pyrazole-4-carboxamide ClC=1C=C(SC1N1N=CC=N1)NC(=O)C=1C=NN(C1C(F)(F)F)C1=C2C=CNC(C2=CC=C1)=C=O